2-tert-butylphosphino-2',6'-diisopropyloxybiphenyl C(C)(C)(C)PC1=C(C=CC=C1)C1=C(C=CC=C1OC(C)C)OC(C)C